C(C1=C(C(=CC(=C1)C)CCCCCCCCC)O)C1=C(C(=CC(=C1)C)CCCCCCCCC)O 2,2'-methylene-bis[4-methyl-6-nonylphenol]